N-(1-(3,3-difluorocyclobutyl)-2-oxo-1,2-dihydropyridin-3-yl)-2-(4,4-dimethyl-1,4-azasilinan-1-yl)-4-((2-hydroxy-2-methylpropyl)sulfonyl)benzamide FC1(CC(C1)N1C(C(=CC=C1)NC(C1=C(C=C(C=C1)S(=O)(=O)CC(C)(C)O)N1CC[Si](CC1)(C)C)=O)=O)F